O.O.P(=O)(O)(O)O dihydrogen phosphate dihydrate